ClC=1C=NC(=NC1)N[C@H]1CN(CC1)C(=O)C1=CC=C(C=C1)NC(C(=CN(C)C)C#N)=O (R)-N-(4-(3-((5-chloropyrimidin-2-yl)amino)pyrrolidine-1-carbonyl)phenyl)-2-cyano-3-(dimethylamino)acrylamide